4-((8-methyl-2,3-dihydro-1H-pyrido[2,3-b][1,4]oxazin-7-yl)amino)-N-(4-(8-methyl-3,8-diazabicyclo[3.2.1]octan-3-yl)phenyl)-2-oxo-1,2-dihydropyridine-3-carboxamide CC1=C(C=NC=2OCCNC21)NC2=C(C(NC=C2)=O)C(=O)NC2=CC=C(C=C2)N2CC1CCC(C2)N1C